NC=1C=C(C=C(C1)C(F)(F)F)[C@@H](C)NC1=NC(=NC2=CC3=C(C=C12)C(CC3)N3CCOCC3)C N-{(R)-1-[3-amino-5-(trifluoromethyl)phenyl]ethyl}-2-methyl-6-morpholino-7,8-dihydro-6H-cyclopenta[g]quinazolin-4-amine